C(CCCC(C(=O)[O-])CC1=CC(=C(C(=C1)CSCCCCCCCCCCCC)O)CC1=CC(=C(C(=C1)C(C)(C)C)O)C(C)(C)C)C(C(=O)[O-])CC1=CC(=C(C(=C1)CSCCCCCCCCCCCC)O)CC1=CC(=C(C(=C1)C(C)(C)C)O)C(C)(C)C Butane-1,4-diylbis(3-(3-(3,5-di-tert-butyl-4-hydroxybenzyl)-5-((dodecylthio) methyl)-4-hydroxyphenyl) propionate)